N-hydroxy-3-(6-(methyl-(piperidin-4-yl)amino)-pyrido[3,4-d]pyrimidin-2-yl)bicyclo[1.1.1]-pentane-1-carboxamide ONC(=O)C12CC(C1)(C2)C=2N=CC1=C(N2)C=NC(=C1)N(C1CCNCC1)C